2-methyl-N-(3-methyl-1H-pyrazolo[3,4-d]pyrimidin-6-yl)-3,4-dihydro-1H-isoquinolin-7-amine CN1CC2=CC(=CC=C2CC1)NC1=NC=C2C(=N1)NN=C2C